2-chloro-6-fluorophenylacetic acid ClC1=C(C(=CC=C1)F)CC(=O)O